1,1,2-tris(3,5-dimethyl-4-hydroxyphenyl)propane CC=1C=C(C=C(C1O)C)C(C(C)C1=CC(=C(C(=C1)C)O)C)C1=CC(=C(C(=C1)C)O)C